C(C)(C)(C)OC(=O)NCCCN(CCCCCCCC(=O)OC(CCCCCCCC)CCCCCCCC)CCCCCCCC(=O)OCC(CCCCCCC)C heptadecan-9-yl 8-((3-((tert-butoxycarbonyl)amino)propyl)(8-((2-methylnonyl)oxy)-8-oxooctyl)amino)octanoate